4-((R)-3-((cyclopropylmethyl)amino)piperidin-1-yl)-1-(1-(4-(6-(dimethylamino)pyrazin-2-yl)-1H-1,2,3-triazol-1-yl)ethyl)pyridin-2(1H)-one C1(CC1)CN[C@H]1CN(CCC1)C1=CC(N(C=C1)C(C)N1N=NC(=C1)C1=NC(=CN=C1)N(C)C)=O